N-(2-Diethylamino-4-oxo-4H-quinazolin-3-yl)-2-phenyl-acetamide C(C)N(C1=NC2=CC=CC=C2C(N1NC(CC1=CC=CC=C1)=O)=O)CC